OP(O)(=O)OP(=O)(O)O.O1COC2=C1C=CC(=C2)OCC(=O)N(CC=2SC=CC2)C2=CC=NN2 2-(benzo[d][1,3]dioxol-5-yloxy)-N-(1H-pyrazol-5-yl)-N-(thiophen-2-ylmethyl)acetamide pyrophosphate